4-(3-fluorophenyl)-1-(5-(isopropylsulfanyl)-4-(6-(trifluoromethyl)pyridin-3-yl)thiazol-2-yl)-3-methyl-1H-pyrazole-5-carboxylic acid FC=1C=C(C=CC1)C=1C(=NN(C1C(=O)O)C=1SC(=C(N1)C=1C=NC(=CC1)C(F)(F)F)SC(C)C)C